C1(=CC=CC=C1)NC(=O)C1[C@H]2C=C[C@@H](C1)C2 (1R,4R)-N-phenyl-bicyclo[2.2.1]Hept-5-ene-2-carboxamide